IC1=C2C(=C(N=C1)OC)N(C=C2)S(=O)(=O)C2=CC=C(C=C2)C 4-iodo-7-methoxy-1-(p-tolylsulfonyl)pyrrolo[2,3-c]pyridine